(E)-1-(2-amino-4,6-dichloropyrimidin-5-yl)-4-(dimethylamino)-2-butene NC1=NC(=C(C(=N1)Cl)C\C=C\CN(C)C)Cl